FC1(C(C1)CN1[C@H]2CN(C[C@@H]1CC2)C2=NC(=NC=C2)NC=2C=NNC2)F 4-{(1R,5S)-8-[(2,2-difluorocyclopropyl)methyl]-3,8-diazabicyclo[3.2.1]oct-3-yl}-N-(1H-pyrazol-4-yl)pyrimidin-2-amine